butyl-4-(3,5-difluoro-4-((1-(piperidin-4-ylmethyl)piperidin-4-yl)oxy)phenyl)-2,7-naphthyridin-1(2H)-one C(CCC)N1C(C2=CN=CC=C2C(=C1)C1=CC(=C(C(=C1)F)OC1CCN(CC1)CC1CCNCC1)F)=O